1,10-diisocyanatododecane N(=C=O)CCCCCCCCCC(CC)N=C=O